1-(3-bromo-4-fluorophenyl)-7-oxo-4,5,6,7-tetrahydro-1H-indazole-3-carboxamide BrC=1C=C(C=CC1F)N1N=C(C=2CCCC(C12)=O)C(=O)N